ClC=1C=C(C=CC1OCC1=NC=CC=C1)C1=NC2=CC(=C(C=C2C(=N1)N)N)N1CC(CC1)N(C)C (3-chloro-4-(pyridin-2-ylmethoxy)phenyl)-7-(3-(dimethylamino)pyrrolidin-1-yl)quinazoline-4,6-diamine